CC=1C(=NC(=NC1)NC1CCC(CC1)N)C1=CN=C2N1C=CC(=C2)C2=CC=CC=C2 (1r,4r)-N1-(5-Methyl-4-(7-phenylimidazo[1,2-a]pyridin-3-yl)pyrimidin-2-yl)cyclohexane-1,4-diamine